2-benzyl-6-(difluoromethyl)-2-azaspiro[3.3]heptan-6-yl (2R,6S)-2,6-dimethyl-4-[5-(trifluoromethyl)pyrazin-2-yl]piperazine-1-carboxylate C[C@H]1N([C@H](CN(C1)C1=NC=C(N=C1)C(F)(F)F)C)C(=O)OC1(CC2(CN(C2)CC2=CC=CC=C2)C1)C(F)F